4,5-dichloro-N-(6-(2-chloro-5-fluorophenyl)-3-(2,2-difluoroethyl)-2-methyl-8-oxo-2,6,7,8-tetrahydropyrrolo[3,4-g]indazol-5-yl)isothiazole-3-carboxamide ClC=1C(=NSC1Cl)C(=O)NC1=CC2=C(N(N=C2C2=C1C(NC2=O)C2=C(C=CC(=C2)F)Cl)C)CC(F)F